C(CCCC)C(C(=O)O)CCCC.C(CCCC)C(C(=O)O)CCCC.FC=1C=C(C=C(C1OC1=CC(=CC=C1)C(F)(F)F)F)CO (3,5-difluoro-4-(3-(trifluoromethyl)phenoxy)phenyl)methanol pentyl-hexanoate (amyl-caproate)